N1C(NCCC1)=NC(C1=CC(=C(C=C1)NC1=CC(=CC=C1)C(NCCC(C)C)=O)C(F)(F)F)=O N-(1,3-diazinan-2-ylidene)-4-({3-[(3-methylbutyl)carbamoyl]phenyl}amino)-3-(trifluoromethyl)benzamide